C(CCCCCCCCCCCCCCCCC)(=O)OCC(OC(CCCCCCCCCCCCCC)=O)COP(=O)([O-])OCC[N+](C)(C)C 1-octadecanoyl-2-pentadecanoyl-glycero-3-phosphocholine